(((3R,5S)-5-Hydroxytetrahydrofuran-3-yl)oxy)-3-(5-methylthiazol-2-yl)-N-((R)-1-(2-(trifluoromethyl)pyrimidine-5-yl)ethyl)benzamide O[C@@H]1C[C@H](CO1)OC1=C(C(=O)N[C@H](C)C=2C=NC(=NC2)C(F)(F)F)C=CC=C1C=1SC(=CN1)C